C1(=CC=CC=C1)C1=NC(=C(N=C1C1=CC=CC=C1)C1=CC=CC=C1)C1=CC=CC=C1 2,3,5,6-Tetra-phenylpyrazin